C(C=C)(=O)OCC1(COCOC1)CC 5-ethyl-1,3-dioxan-5-ylmethyl acrylate